dinonyl-2,2'-bithiazole C(CCCCCCCC)C1=C(N=C(S1)C=1SC=CN1)CCCCCCCCC